4-(piperazin-1-yl)-7,8-dihydropyrido[4,3-d]pyrimidine N1(CCNCC1)C=1C2=C(N=CN1)CCN=C2